N-(4,4-Difluorocyclohexyl)-8-fluoro-5,6-dihydrobenzo[f]imidazo[1,5-d][1,4]oxazepine-10-carboxamide FC1(CCC(CC1)NC(=O)C=1C=C(C2=C(C=3N(CCO2)C=NC3)C1)F)F